FC1=C(C#N)C=C(C=C1)CC1=CC(=NC=C1)C=1C=C2CCNC(C2=CC1)=O 2-fluoro-5-{[2-(1-oxo-1,2,3,4-tetrahydroisoquinolin-6-yl)pyridin-4-yl]methyl}benzonitrile